2-(3,8-diazabicyclo[3.2.1]octan-3-yl)-5-methoxy-7-(thiazol-2-yl)benzo[d]oxazole C12CN(CC(CC1)N2)C=2OC1=C(N2)C=C(C=C1C=1SC=CN1)OC